1-(3-methoxycyclobutyl)-8-(1-methyl-1H-pyrazol-4-yl)-1,3-dihydro-2H-imidazo[4,5-c]isoquinolin-2-one COC1CC(C1)N1C(NC=2N=CC=3C=CC(=CC3C21)C=2C=NN(C2)C)=O